6-acetyl-1-(phenylsulphonyl)indole C(C)(=O)C1=CC=C2C=CN(C2=C1)S(=O)(=O)C1=CC=CC=C1